ferric trifluoromethyl-benzenesulfonate FC(F)(F)OS(=O)(=O)C1=CC=CC=C1.[Fe+3]